1-(4-((R)-1-(3-amino-5-(trifluoromethyl)phenyl)ethylamino)-2-(methylamino)pyrido[3,4-d]pyrimidin-6-yl)pyrrolidin-2-one NC=1C=C(C=C(C1)C(F)(F)F)[C@@H](C)NC=1C2=C(N=C(N1)NC)C=NC(=C2)N2C(CCC2)=O